bismuth sulfide potassium [K].[Bi]=S